4-cyano-N-[(1S,2S,3S,5R)-2,6,6-trimethylnorpinan-3-yl]-1H-pyrrolo[2,3-c]pyridine-2-carboxamide C(#N)C1=C2C(=CN=C1)NC(=C2)C(=O)N[C@@H]2[C@H]([C@H]1C([C@@H](C2)C1)(C)C)C